N-tert-butyloxycarbonyl-3-(2-oxoethyl)piperidine C(C)(C)(C)OC(=O)N1CC(CCC1)CC=O